C(C)OC(CCCOC1=C(C=C(C=C1F)C=1OC=CC1C=O)F)=O 4-[2,6-difluoro-4-(3-formyl-2-furyl)phenoxy]Butyric acid ethyl ester